C(C)OC(CN1N=CC=2C(=CC=CC12)C1=C(C=C2C=NN(C2=C1)C1CC2(CN(C2)C(=O)OC(C)(C)C)C1)F)=O tert-butyl 6-[1-(2-ethoxy-2-oxoethyl)-5'-fluoro-[4,6'-biindazol]-1'-yl]-2-azaspiro[3.3]heptane-2-carboxylate